(S)-3-((5-bromo-4-fluoro-2-nitrophenyl)amino)pyrrolidine-1-carboxylic acid tert-butyl ester C(C)(C)(C)OC(=O)N1C[C@H](CC1)NC1=C(C=C(C(=C1)Br)F)[N+](=O)[O-]